(S)-1-methyl-N-(1-oxo-1-((4-(3-(2-oxo-2-(pyrrolidin-1-yl)ethyl)pyridin-4-yl)phenyl)amino)-3,3-diphenylpropan-2-yl)-1H-pyrazole-5-carboxamide CN1N=CC=C1C(=O)N[C@H](C(NC1=CC=C(C=C1)C1=C(C=NC=C1)CC(N1CCCC1)=O)=O)C(C1=CC=CC=C1)C1=CC=CC=C1